Cobalt Aluminum oxide [O-2].[Al+3].[Co+2]